8-bromo-6-chloro-3-methylpyrido[3,2-d]pyrimidine-2,4(1H,3H)-dione BrC1=CC(=NC2=C1NC(N(C2=O)C)=O)Cl